N(=NC=1NC2=C(N1)C=CC=C2)C=2NC1=C(N2)C=CC=C1 2,2'-azobenzimidazole